8-methoxy-2-methyl-2,3,4,5-tetrahydro-1H-benzofuro[3,2-c]azepine COC1=CC2=C(C=C1)C=1CN(CCCC1O2)C